2,2'-(4-oxocyclohexa-2,5-dien-1-ylidene)bis(benzenecarboxylic acid) O=C1C=CC(C=C1)(C1=C(C=CC=C1)C(=O)O)C1=C(C=CC=C1)C(=O)O